C(C)(C)N1CCC2=CC(=C(C=C12)S(=O)(=O)Cl)OC 1-isopropyl-5-methoxyindoline-6-sulfonyl chloride